The molecule is a palmitate ester resulting from the formal condensation of the carboxy group of palmitic acid with the hydroxy group of decan-1-ol. It has a role as a bacterial metabolite. It is a hexadecanoate ester and a wax ester. It derives from a decan-1-ol. CCCCCCCCCCCCCCCC(=O)OCCCCCCCCCC